2-chloro-6-(3,3-dimethyl-2-oxo-6-(1-(tetrahydro-2H-pyran-2-yl)-1H-pyrazol-4-yl)indolin-1-yl)benzonitrile ClC1=C(C#N)C(=CC=C1)N1C(C(C2=CC=C(C=C12)C=1C=NN(C1)C1OCCCC1)(C)C)=O